1-(2-bromopyridin-4-yl)-2,2,2-trifluoroethan-1-ol BrC1=NC=CC(=C1)C(C(F)(F)F)O